C1(=CC=CC=C1)S(=O)(=O)N1[C@@H](CCCC1)C(=O)N[C@@H](CCOC1CC(C1)CCC1=NC=2NCCCC2C=C1)C(=O)O N-((S)-1-(phenylsulfonyl)piperidine-2-carbonyl)-O-((1R,3R)-3-(2-(5,6,7,8-tetrahydro-1,8-naphthyridin-2-yl)ethyl)cyclobutyl)-L-homoserine